benzenesulfonamido-carboxylate C1(=CC=CC=C1)S(=O)(=O)NC(=O)[O-]